1-ethyl-3-[[4-[(3-methylphenyl)amino]pyridin-3-yl]sulfonyl]urea C(C)NC(=O)NS(=O)(=O)C=1C=NC=CC1NC1=CC(=CC=C1)C